BrC=1C=C(C=CC1F)NC(=NO)C1=NON=C1NCCN1N=NC(=C1)C1=CC=C(C=C1)OC N-(3-bromo-4-fluorophenyl)-N'-hydroxy-4-((2-(4-(4-methoxyphenyl)-1H-1,2,3-triazol-1-yl)ethyl)amino)-1,2,5-oxadiazole-3-formamidine